C1(=CC=C(C=C1)CC(=O)N1CCN(CC1)C=1C=CC=2N(N1)C(=NN2)C2CC2)C2=CC=CC=C2 2-([1,1'-biphenyl]-4-yl)-1-(4-(3-cyclopropyl-[1,2,4]triazolo[4,3-b]pyridazin-6-yl)piperazin-1-yl)ethan-1-one